(((R)-1-(3-(difluoromethyl)-2-fluorophenyl)ethyl)amino)-8-methyl-6-((S)-1-methylpiperidin-3-yl)pyrido[2,3-d]pyrimidin-7(8H)-one FC(C=1C(=C(C=CC1)[C@@H](C)NC=1N=CC2=C(N1)N(C(C(=C2)[C@H]2CN(CCC2)C)=O)C)F)F